NC1=NC(=NC(=C1C=O)O)O 4-AMINO-2,6-DIHYDROXYPYRIMIDINE-5-CARBALDEHYDE